COC=1C=C(C=CC1OC)C(CC(=O)N)N1C(C2=CC=CC=C2C1)=O 3-(3,4-dimethoxy-phenyl)-3-(1-oxo-1,3-dihydro-isoindol-2-yl)-propionamide